CN1C[C@H](CC1=O)OC(=O)N1CCN(CC1)C1=NC=2N(C=C1F)N=CC2C=2C(=NC=CC2)OC2CCCCC2 [(3S)-1-methyl-5-oxo-pyrrolidin-3-yl]-4-[3-[2-(cyclohexoxy)-3-pyridyl]-6-fluoro-pyrazolo[1,5-a]pyrimidin-5-yl]piperazine-1-carboxylate